1-(tert-butyl)-5-fluoro-1H-pyrazol-4-amine C(C)(C)(C)N1N=CC(=C1F)N